(6-amino-2-ethylpyridin-3-yl)quinolin-2(1H)-one NC1=CC=C(C(=N1)CC)N1C(C=CC2=CC=CC=C12)=O